tert-butyl (1S,2R,3R,5R)-3-((5-(4-chloro-2-(methoxymethoxy) phenyl) pyrazin-2-yl)(cyclopropyl)amino)-2-fluoro-8-azabicyclo[3.2.1]octane-8-carboxylate ClC1=CC(=C(C=C1)C=1N=CC(=NC1)N([C@H]1[C@H]([C@@H]2CC[C@H](C1)N2C(=O)OC(C)(C)C)F)C2CC2)OCOC